CC=1CC(C(C(C1)C)C)C=O 3,5,6-trimethyl-3-cyclohexene-carbaldehyde